[Li+].C(C)(=O)N1CC(C(CC1)NC=1C=C(C(=O)[O-])C=CN1)(F)F 2-((1-acetyl-3,3-difluoropiperidin-4-yl)amino)isonicotinic acid lithium salt